dipentafluorophenyl sulphite S(=O)(OC1=C(C(=C(C(=C1F)F)F)F)F)OC1=C(C(=C(C(=C1F)F)F)F)F